(Z)-N-(3-bromo-4-fluorophenyl)-4-((2,3-dihydroxypropyl)thio)-N'-hydroxy-1,2,5-oxadiazole-3-carboximidamide BrC=1C=C(C=CC1F)N\C(=N/O)\C1=NON=C1SCC(CO)O